methyl 1-methyl-3-(((trifluoromethyl) sulfonyl) oxy)-1H-pyrazole-5-carboxylate CN1N=C(C=C1C(=O)OC)OS(=O)(=O)C(F)(F)F